Methyl 6-(((1-(((6,8-difluoro-4-hydroxy-7-(3-(methoxymethoxy)-8-((triisopropylsilyl)ethynyl)naphthalen-1-yl)quinazolin-2-yl)oxy)methyl)cyclopropyl)methyl)(methyl)amino)hexanoate FC=1C=C2C(=NC(=NC2=C(C1C1=CC(=CC2=CC=CC(=C12)C#C[Si](C(C)C)(C(C)C)C(C)C)OCOC)F)OCC1(CC1)CN(CCCCCC(=O)OC)C)O